FC=1C=CC(=C2C=CC=NC12)N[C@H]1CN(CC1)CC(=O)N1[C@@H](CCC1)C#N (2S)-1-[2-[(3R)-3-[(8-fluoro-5-quinolinyl)amino]pyrrolidin-1-yl]acetyl]pyrrolidine-2-carbonitrile